N-(aminohexyl)-4-hydroxyproline NCCCCCCN1[C@@H](CC(C1)O)C(=O)O